C(C)N(CC)CC=1C=CC(=NC1)/C=C/C1=NN(C2=CC(=CC=C12)SC1=CC(=C(C(=O)NCC)C=C1)F)C1OCCCC1 4-[3-[(trans)-2-[5-(diethylaminomethyl)-2-pyridyl]vinyl]-1-tetrahydropyran-2-yl-indazol-6-yl]sulfanyl-N-ethyl-2-fluorobenzamide